N-((1S)-1-(4-Cyclopropyl-2,5-dioxoimidazolidin-4-yl)ethyl)-2-phenyl-2H-1,2,3-triazole-4-carboxamide C1(CC1)C1(NC(NC1=O)=O)[C@H](C)NC(=O)C1=NN(N=C1)C1=CC=CC=C1